NC=1C(=C(C=CC1F)NC(C1=C(C=CC(=C1)NC(=O)[C@@H]1C([C@H]1C1=CC(=C(C=C1)F)Cl)(Cl)Cl)Cl)=O)F N-(3-amino-2,4-difluorophenyl)-2-chloro-5-((1R,3R)-2,2-dichloro-3-(3-chloro-4-fluorophenyl)cyclopropane-1-carboxamido)benzamide